C([2H])([2H])([2H])N(C(OC(C)(C)C)=O)CC(F)(F)F tert-butyl (methyl-d3)(2,2,2-trifluoroethyl)carbamate